4-amino-N-(2-cyano-2-cyclopropylethyl)-N-((5-(trifluoromethyl)pyridin-2-yl)methyl)imidazo[1,5-a]quinoxaline-8-carboxamide NC=1C=2N(C3=CC(=CC=C3N1)C(=O)N(CC1=NC=C(C=C1)C(F)(F)F)CC(C1CC1)C#N)C=NC2